3-[(4-chlorophenyl)amino]-4-[(4'-fluorobiphenyl-3-yl)amino]cyclobut-3-ene-1,2-dione ClC1=CC=C(C=C1)NC=1C(C(C1NC=1C=C(C=CC1)C1=CC=C(C=C1)F)=O)=O